1-oxopentan-2-yl 4-(hexadecylamino)-4-oxobutanoate C(CCCCCCCCCCCCCCC)NC(CCC(=O)OC(C=O)CCC)=O